2-acetamido-N-(5-methylpyridin-2-yl)benzamide C(C)(=O)NC1=C(C(=O)NC2=NC=C(C=C2)C)C=CC=C1